C(C1=CC=CC=C1)N1CCC(CC1)(N)C1=NC=C(C=C1)Cl 1-benzyl-4-(5-chloro-2-pyridyl)piperidin-4-amine